(2S)-5-methoxy-2-methyl-1,2,3,4-tetrahydroquinoline-1-carboxylic acid methyl ester COC(=O)N1[C@H](CCC2=C(C=CC=C12)OC)C